5-((quinoxalin-6-ylmethylene)amino)pyrimidin N1=CC=NC2=CC(=CC=C12)C=NC=1C=NC=NC1